15-chloro-9-(phenoxymethyl)-2,4,8,10,11-pentaaza-tetracyclo[11.4.0.02,6.08,12]heptadeca-1(17),3,5,9,11,13,15-heptaene-5-carboxylic acid ClC=1C=C2C3=NN=C(N3CC3=C(N=CN3C2=CC1)C(=O)O)COC1=CC=CC=C1